L-valine nitrogen [N].N[C@@H](C(C)C)C(=O)O